C(C=C)(=O)N1[C@@H](CC(CC1)N1C=NC=2C(=NC=3C(=C(C(=CC3C21)Cl)C2=CC=CC1=CC=CC(=C21)Cl)F)N2CC(C2)(C)N(C)C)CC#N ((2S)-1-acryloyl-4-(8-chloro-7-(8-chloronaphthalen-1-yl)-4-(3-(dimethylamino)-3-methylazetidin-1-yl)-6-fluoro-1H-imidazo[4,5-c]quinolin-1-yl)piperidin-2-yl)acetonitrile